ClC=1C=CC(=C(C1)C1=C2C(=NC=C1)C(=CS2)C(=O)O)OCCN2C(=NC1=CC(=C(C(=C1C2=O)C#N)OCC(F)(F)F)C(F)(F)F)C 7-(5-chloro-2-(2-(5-cyano-2-methyl-4-oxo-6-(2,2,2-trifluoroethoxy)-7-(trifluoromethyl)quinazolin-3(4H)-yl)ethoxy)phenyl)thieno[3,2-b]pyridine-3-carboxylic acid